(difluoromethyl) (methyl) carbonate C(OC(F)F)(OC)=O